vinyltris(β-methoxyethyl)silane zinc aminothioformate salt NC(=S)[O-].[Zn+2].C(=C)[Si](CCOC)(CCOC)CCOC.NC(=S)[O-]